5-(4-amino-5-bromo-2-oxo-pyrimidin-1-yl)-3-benzyloxy-2-(benzyloxymethyl)-4-hydroxy-tetrahydrofuran-2-carbonitrile NC1=NC(N(C=C1Br)C1C(C(C(O1)(C#N)COCC1=CC=CC=C1)OCC1=CC=CC=C1)O)=O